C(=CCCCCCCCCCCCCCCCC)N1C(=C(C(C2=CC=CC=C12)=O)OCC1=CC=C(C=C1)O)C1=CC=CC=C1 N-octadecenyl-2-phenyl-3-(4-hydroxybenzyloxy)-quinolin-4-one